ClC=1C(=NC(=NC1)NC1=CC(=C(C=C1)N1CCNCC1)OC)N1C=C(C2=CC=CC=C12)C(=O)N 1-[5-chloro-2-(3-methoxy-4-piperazin-1-yl-phenylamino)-pyrimidin-4-yl]-1H-indole-3-carboxamide